(2,2-Dimethylindolin-5-yl)-5-[4-[(3S)-1-(3-fluoropropyl)pyrrolidin-3-yl]oxyphenyl]-2,3-dihydro-1-benzothiepin-8-ol CC1(NC2=CC=C(C=C2C1)C1SC2=C(C(=CC1)C1=CC=C(C=C1)O[C@@H]1CN(CC1)CCCF)C=CC(=C2)O)C